FC1=CC=C(C(=O)C2=CNC=3N=C(N=C(C32)N[C@@H]3CN(CC3)C(C=C)=O)NC3=CC=C(C=C3)N3CCN(CC3)C)C=C1 (S)-1-(3-((5-(4-fluoroBenzoyl)-2-((4-(4-methylpiperazin-1-yl)phenyl)amino)-7H-pyrrolo[2,3-d]pyrimidin-4-yl)amino)pyrrolidine-1-yl)prop-2-en-1-one